N,N-dimethyl-ferrocenemethylamine CN(C)CC1=[C-]CC=C1.C1C=CC=[C-]1.[Fe+2]